methyl N-(diphenylmethylidene)-3-[2-(oxan-2-yl)ethoxy]phenylalaninate C1(=CC=CC=C1)C(=N[C@@H](CC1=CC(=CC=C1)OCCC1OCCCC1)C(=O)OC)C1=CC=CC=C1